(R)-N-(isoquinolin-3-yl)-N-(piperidin-3-yl)-4-(pyridin-2-ylamino)benzamide C1=NC(=CC2=CC=CC=C12)N(C(C1=CC=C(C=C1)NC1=NC=CC=C1)=O)[C@H]1CNCCC1